4-(1,2,2-triphenylvinyl)phenol C1(=CC=CC=C1)C(=C(C1=CC=CC=C1)C1=CC=CC=C1)C1=CC=C(C=C1)O